N1C(N=CC=C1)=O 1H-PYRIMIDIN-2-ONE